6-fluoro-N-((3R,4S)-3-fluoro-1-methylpiperidin-4-yl)-4-(methoxy-d3)-5-(1-(2,2,2-trifluoroethyl)-1H-benzo[d][1,2,3]triazol-6-yl)pyrrolo[2,1-f][1,2,4]triazin-2-amine FC=1C(=C2C(=NC(=NN2C1)N[C@@H]1[C@@H](CN(CC1)C)F)OC([2H])([2H])[2H])C=1C=CC2=C(N(N=N2)CC(F)(F)F)C1